FC=1C=C(C=C(C1)F)[AsH](O)=O 3,5-difluorophenylarsinic acid